[K].N1(CCC1)CCNS(=O)(=O)NC(NC1=C2CCCC2=CC=2CCCC12)=O 3-(N-(2-(Azetidin-1-yl)ethyl)sulfamoyl)-1-(1,2,3,5,6,7-hexahydro-s-indacen-4-yl)urea, potassium salt